N-(3-(N-(tert-butyl)sulfamoyl)phenyl)-6-(3,3-dimethylpyrrolidin-1-yl)-2-(6-azaspiro[2.5]octan-6-yl)nicotinamide C(C)(C)(C)NS(=O)(=O)C=1C=C(C=CC1)NC(C1=C(N=C(C=C1)N1CC(CC1)(C)C)N1CCC2(CC2)CC1)=O